C(C=C)(=O)NC=1C=C(C=CC1N(CC)CC)NC1=NC=2N(C(=N1)C1=CN(C3=CC=CC=C13)C)N=CC2 2-(3-Acrylamido-4-diethylaminophenylamino)-4-(1-methylindol-3-yl)pyrazolo[1,5-a][1,3,5]Triazine